4-[2-[4-[2-(dimethylamino)ethoxy]anilino]-8-methyl-7-oxo-pyrido[2,3-d]pyrimidin-6-yl]-6-methoxy-2,3-dihydroquinoxaline-1-carboxylic acid tert-butyl ester C(C)(C)(C)OC(=O)N1CCN(C2=CC(=CC=C12)OC)C1=CC2=C(N=C(N=C2)NC2=CC=C(C=C2)OCCN(C)C)N(C1=O)C